N-(2-cyclopropyl-4-iodo-5-methylphenyl)-N-(5-methyl-2,3-dihydrofuro[2,3-b]pyridin-6-yl)but-2-ynamide C1(CC1)C1=C(C=C(C(=C1)I)C)N(C(C#CC)=O)C1=C(C=C2C(=N1)OCC2)C